4-((5-((1R,5S,6r)-6-(aminomethyl)-6-(4-methylthiazol-2-yl)-3-azabicyclo[3.1.0]hexan-3-yl)pyrazin-2-yl)thio)-3-chloropyridin-2-amine NCC1([C@H]2CN(C[C@@H]12)C=1N=CC(=NC1)SC1=C(C(=NC=C1)N)Cl)C=1SC=C(N1)C